8-[(2-acetyl-2-azaspiro[3.3]hept-6-yl)oxy]-4-[(2R)-3-(3,4-dihydro-1H-isoquinolin-2-yl)-2-hydroxy-propyl]-2,3-dihydro-1,4-benzoxazepin-5-one C(C)(=O)N1CC2(C1)CC(C2)OC2=CC1=C(C(N(CCO1)C[C@@H](CN1CC3=CC=CC=C3CC1)O)=O)C=C2